1-(2-methoxybenzyl)-5-methyl-2-(4-(trifluoromethyl)phenyl)-1H-imidazole COC1=C(CN2C(=NC=C2C)C2=CC=C(C=C2)C(F)(F)F)C=CC=C1